FC=1C(=C(C2=C(C(=C(C(=C2C1F)F)F)C(F)(F)P(=O)(OC(C(SC(C(C1(C(OC1(F)F)(F)F)F)(F)F)=O)(F)F)(F)F)OC(C(SC(C(C1(C(OC1(F)F)(F)F)F)(F)F)=O)(F)F)(F)F)F)C1=C(C(=C(C(=C1F)F)F)F)F)C(=O)O.N1=CNC=2N=CNC2C1=S mercaptopurine perfluorophenyl-7-((bis(2-((2-(oxetan-3-yl)acetyl)thio)ethoxy)phosphoryl)difluoromethyl)-2-naphthoate